ClC=1C(=NC=CC1)C(=O)N1CC(CC1)C1=C(C=C(C=C1)OC1=C(C=CC=C1)CC)COC1OCCCC1 (3-chloropyridin-2-yl)(3-(4-(2-ethylphenoxy)-2-((tetrahydro-2H-pyran-2-yloxy)methyl)phenyl)pyrrolidin-1-yl)methanone